OC[C@H]1C[C@@H](CO1)NC1=NC=2N([C@H](C(NC2C(=N1)C)=O)C)C (7S)-2-((trans-5-(hydroxymethyl)tetrahydrofuran-3-yl)amino)-4,7,8-trimethyl-7,8-dihydropteridin-6(5H)-one